5-(7-fluoro-2-methyl-2H-indazol-5-yl)-2-{3-[(3S)-3-(propan-2-yl)piperazin-1-yl]-1,2,4-triazin-6-yl}phenol FC1=CC(=CC2=CN(N=C12)C)C=1C=CC(=C(C1)O)C1=CN=C(N=N1)N1C[C@@H](NCC1)C(C)C